Tri-n-butyl-phosphat C(CCC)OP(=O)(OCCCC)OCCCC